5-(2-Nitrobenzylidene)-2-thioxodihydropyrimidine-4,6(1H,5H)-dione [N+](=O)([O-])C1=C(C=C2C(NC(NC2=O)=S)=O)C=CC=C1